CC1=CC(=NN1)C1(NC(=NC2=CC=CC=C12)NC1=CC=C(C=C1)OC)N 4-(5-methyl-1H-pyrazol-3-yl)-N2-(4-methoxyphenyl)quinazoline-2,4-diamine